CC1N(C2=CC=CC=C2CC1)C(=O)C1=CC(=NC(=N1)OC[C@H]1N(CCC1)C)N1CCN(CC1)C(=O)OCC1=CC=CC=C1 benzyl 4-[6-(2-methyl-3,4-dihydro-2H-quinoline-1-carbonyl)-2-[[(2S)-1-methylpyrrolidin-2-yl]methoxy]pyrimidin-4-yl]piperazine-1-carboxylate